Cl.FC(C1=CC(=C(C=C1)C1CCCC12NNCC(=C2)C(=O)N)C2=NC=NC(=C2)C(F)(F)F)(F)F (4-(trifluoromethyl)-2-(6-(trifluoromethyl)pyrimidin-4-yl)phenyl)-6,7-diazaspiro[4.5]dec-9-ene-9-carboxamide hydrochloride